6-(3-chloro-6-(difluoromethyl)-2-fluorophenyl)-3-methyl-N-(1-((S)-1-(4-methyl-2-((1r,5S)-2-oxo-3-azabicyclo[3.1.0]hex-3-yl)pyrimidin-5-yl)ethyl)-1H-pyrazol-4-yl)pyrazine-2-carboxamide ClC=1C(=C(C(=CC1)C(F)F)C1=CN=C(C(=N1)C(=O)NC=1C=NN(C1)[C@@H](C)C=1C(=NC(=NC1)N1C([C@@H]2C[C@@H]2C1)=O)C)C)F